BrC=1C(=NC=C(C1)Cl)N1N=C(C(=C1)C)[N+](=O)[O-] 3-bromo-5-chloro-2-(4-methyl-3-nitro-pyrazol-1-yl)pyridine